2,2'-((thiobis(ethane-2,1-diyl))bis(piperidine-1,3-diyl))bis(ethan-1-ol) S(CCN1CC(CCC1)CCO)CCN1CC(CCC1)CCO